COCC=CC(=O)N1CCCC1 1-(4-methoxybut-2-enoyl)pyrrolidine